CC(CC1=CC=C(C=C1)C1=CN=C(S1)C1=CC=C(C=O)C=C1)C 4-{5-[4-(2-methylpropyl)phenyl]-1,3-thiazol-2-yl}benzaldehyde